BrC1=CC=CC=2SC3=C(C21)C=C(C=C3)Cl 1-Bromo-8-chlorodibenzo[b,d]thiophene